1-(3-(6-(bicyclo[3.1.0]hexan-3-yl)-4-(1-methyl-1H-pyrazol-3-yl)pyridin-3-yl)pyrrolidin-1-yl)prop-2-en-1-one C12CC(CC2C1)C1=CC(=C(C=N1)C1CN(CC1)C(C=C)=O)C1=NN(C=C1)C